carbamic acid 2,2-difluoro-2-(3-fluorophenyl)-1-phenylethyl ester FC(C(C1=CC=CC=C1)OC(N)=O)(C1=CC(=CC=C1)F)F